BrC1=CC=C(C(=N1)C1(C(CC(CC1)(C)C)[2H])[2H])NC(OC(C)(C)C)=O tert-butyl N-[6-bromo-2-(1,2-dideuterio-4,4-dimethyl-cyclohexyl)-3-pyridyl]carbamate